N1N=CC(=C1)C1=CN=CC(=N1)C(=O)N 6-(1H-pyrazol-4-yl)pyrazine-2-carboxamide